ClC=1C(=NC2=CC(=CC(=C2C1)F)CCC1=C[C@H]([C@H]2[C@@H]1OC(O2)(C)C)N2C1=NC=NC(=C1N=C2)Cl)N 3-chloro-7-(2-((3aS,4R,6aR)-4-(6-chloro-9H-purin-9-yl)-2,2-dimethyl-3a,6a-dihydro-4H-cyclopenta[d][1,3]Dioxolen-6-yl)ethyl)-5-fluoroquinolin-2-amine